[C@H]1([C@H](O)[C@@H](O)[C@@H](O)[C@H](O1)C)N 2-cis-α-D-fucosyl-amine